13-chloro-19,21-difluoro-14-hydroxy-10,16,16-trioxo-9-oxa-16λ6-thia-17-azatetracyclo[16.3.1.111,15.02,7]tricosa-1(21),2(7),3,5,11,13,15(23),18(22),19-nonaene-5-carbonitrile ClC=1C=C2C(OCC=3C=C(C=CC3C3=C(C=C(C(NS(C(C1O)=C2)(=O)=O)=C3)F)F)C#N)=O